dimethylsilylcyclopentadienyl-(4,7-dimethylindenyl)hafnium dichloride [Cl-].[Cl-].C[SiH](C)[Hf+2](C1C=CC2=C(C=CC(=C12)C)C)C1C=CC=C1